C(C)OC1=C(C=CC=C1)C=1C=C2CC(C(C2=CC1)NC(O[C@@H]1CN2CCC1CC2)=O)(C)C (S)-quinuclidin-3-yl (5-(2-ethoxyphenyl)-2,2-dimethyl-2,3-dihydro-1H-inden-1-yl)carbamat